CN(C1(CN(CCC1)C(=O)OC(C)(C)C)CCC1=NC(=CC=C1)C(F)(F)F)C tert-butyl 3-(dimethylamino)-3-(2-(6-(trifluoromethyl)pyridin-2-yl)ethyl)piperidine-1-carboxylate